tert-Butyl N-[(1R)-1-[2-(6-fluoro-2-pyridyl)-3,6-dimethyl-4-oxo-chromen-8-yl]ethyl]carbamate FC1=CC=CC(=N1)C=1OC2=C(C=C(C=C2C(C1C)=O)C)[C@@H](C)NC(OC(C)(C)C)=O